CC(C(=O)OC(C)(C)C=1C=NC2=CC=C(C=C2C1)C1=NC(=NC=C1Cl)Cl)(CCCCCCCCCC)O 2-(6-(2,5-dichloropyrimidin-4-yl)quinolin-3-yl)propan-2-ol methyl-alpha-hydroxylaurate